O=C1CC2C(N(CC2)C(=O)OC(C)(C)C)C1 tert-Butyl 5-oxohexahydrocyclopenta[b]pyrrole-1(2H)-carboxylate